N-[3-fluoro-4-(methanesulfonylmethyl)phenyl]-5H,6H,7H,8H-pyrido[3,4-d]pyrimidin-2-amine FC=1C=C(C=CC1CS(=O)(=O)C)NC=1N=CC2=C(N1)CNCC2